2-methyl-3-(2-(methylsulfonyl)-6-((triisopropylsilyl)ethynyl)pyrimidin-4-yl)benzonitrile CC1=C(C#N)C=CC=C1C1=NC(=NC(=C1)C#C[Si](C(C)C)(C(C)C)C(C)C)S(=O)(=O)C